5-[(2R)-2-(trifluoromethyl)piperidin-1-yl]pentanoic acid FC([C@@H]1N(CCCC1)CCCCC(=O)O)(F)F